2-(4-(1-methyl-2-oxo-1,2,3,4-tetrahydroquinolin-6-yl)-5,6,7,8-tetrahydroisoquinolin-8-yl)acetic acid CN1C(CCC2=CC(=CC=C12)C1=CN=CC=2C(CCCC12)CC(=O)O)=O